6-Bromo-8-(2-methoxyethyl)-2-methylsulfanyl-pyrido[2,3-d]pyrimidin-7-one BrC1=CC2=C(N=C(N=C2)SC)N(C1=O)CCOC